N-(6-((5-bromo-2-((2-methoxy-5-methyl-4-(4-(4-methylpiperazin-1-yl)piperidin-1-yl)phenyl)amino)pyrimidin-4-yl)amino)quinoxalin-5-yl)methanesulfonamide BrC=1C(=NC(=NC1)NC1=C(C=C(C(=C1)C)N1CCC(CC1)N1CCN(CC1)C)OC)NC=1C(=C2N=CC=NC2=CC1)NS(=O)(=O)C